5-Bromo-7-chloro-2-(ethylthio)-8-fluoropyrido[4,3-d]pyrimidin-4-ol BrC1=NC(=C(C=2N=C(N=C(C21)O)SCC)F)Cl